[C@H]1(CCC2=NC=CC=C12)NC=1N=CC=C2C=C(SC12)C=1C(=C(N=C2C(CS(C12)(=O)=O)C(C)C)CCC1CCOCC1)C=1OC(=NN1)N 7-(7-[(R)-4-aza-1-indanylamino]-1-thia-6-aza-2-indenyl)-6-(5-amino-1,3,4-oxadiazol-2-yl)-3-isopropyl-5-[2-(tetrahydro-2H-pyran-4-yl)ethyl]-1λ6-thia-4-aza-1,1-indandione